2-(2-chloroethoxy)ethyl ether ClCCOCCOCCOCCCl